3-Hydroxy-triacontanoic acid OC(CC(=O)O)CCCCCCCCCCCCCCCCCCCCCCCCCCC